N-(3-(8-phenyl-9H-purin-9-yl)phenyl)acrylamide C1(=CC=CC=C1)C=1N(C2=NC=NC=C2N1)C=1C=C(C=CC1)NC(C=C)=O